4-(aminomethyl)-2-(2,6-dioxopiperidin-3-yl)isoindoline-1,3-dione hydrochloride Cl.NCC1=C2C(N(C(C2=CC=C1)=O)C1C(NC(CC1)=O)=O)=O